methyl (S)-2-((tertbutoxycarbonyl)amino)-4-(quinolin-5-yl)butanoate C(C)(C)(C)OC(=O)N[C@H](C(=O)OC)CCC1=C2C=CC=NC2=CC=C1